2-[(4-amino-6-chloro-1,3,5-triazin-2-yl)amino]ethan-1-ol NC1=NC(=NC(=N1)Cl)NCCO